COC(CCCCCCCCSCSCCCCCCCC)=O.FC(C(=O)N[C@H]1C(O[C@@H]([C@@H]([C@@H]1O)O)CO)O)(F)F 2,2,2-trifluoro-N-((3R,4R,5R,6R)-2,4,5-trihydroxy-6-(hydroxymethyl)tetrahydro-2H-pyran-3-yl)acetamide methyl-9-(((octylthio)methyl)thio)nonanoate